2,6-bis(N,N-diglycidyl-aminomethyl)bicyclo[2.2.1]heptane C(C1CO1)N(CC1CO1)CC1C2C(CC(C1)C2)CN(CC2CO2)CC2CO2